2-((2R,3R)-3-aminobicyclo[3.2.1]octan-2-yl)-3-bromo-5-chloro-N-(thiophen-2-ylmethyl)thieno[3,2-b]pyridin-7-amine formate C(=O)O.N[C@H]1[C@@H](C2CCC(C1)C2)C2=C(C1=NC(=CC(=C1S2)NCC=2SC=CC2)Cl)Br